(1S,3R,4S,5R)-3-((4-(4-fluoro-2-(2-hydroxypropan-2-yl)-1-isopropyl-1H-benzo[d]imidazol-6-yl)-5-(trifluoromethyl)pyrimidin-2-yl)amino)-6,8-dioxabicyclo[3.2.1]octan-4-ol FC1=CC(=CC=2N(C(=NC21)C(C)(C)O)C(C)C)C2=NC(=NC=C2C(F)(F)F)N[C@@H]2C[C@H]1CO[C@@H]([C@H]2O)O1